9-(4-(tert-butyl)pyridin-2-yl)-2-fluoro-4-(trifluoromethyl)-9H-carbazole C(C)(C)(C)C1=CC(=NC=C1)N1C2=CC=CC=C2C=2C(=CC(=CC12)F)C(F)(F)F